COC(=O)C=1C=2N(C=CC1C=1C=NN(C1)CC13CC4CC(CC(C1)C4)C3)C(=CN2)C=2N=NC(=C(C2)C)Cl 7-(1-(adamantan-1-ylmethyl)-1H-pyrazol-4-yl)-3-(6-chloro-5-methylpyridazin-3-yl)imidazo[1,2-a]pyridine-8-carboxylic acid methyl ester